CSCC(=O)NC1=CC=CC=C1 (methylthio)acetanilide